COC1=CC=C(C=C1)CN1N=C(C=2C1=NC=C(C2)OC2=CC=C(C=C2)[N+](=O)[O-])N 1-[(4-methoxyphenyl)methyl]-5-(4-nitrophenoxy)pyrazolo[3,4-b]pyridin-3-amine